(R)-3-((R)-1-((2,5-bis(trifluoromethyl)pyrazolo[1,5-a]pyrimidin-7-yl)amino)-2-(4-fluorophenyl)propan-2-yl)pyrrolidine-1-carboxamide FC(C1=NN2C(N=C(C=C2NC[C@@](C)(C2=CC=C(C=C2)F)[C@@H]2CN(CC2)C(=O)N)C(F)(F)F)=C1)(F)F